CC(CC(C)C)NC1=CC=C(C=C1)NC1=CC=CC=C1 N-(1,3-dimethylbutyl)-N'-Phenyl-1,4-Phenylenediamine